tris(diethylamino)(t-butylimino)niobium C(C)N(CC)[Nb](=NC(C)(C)C)(N(CC)CC)N(CC)CC